ClC=1C=C(C(=NC1)OC)S(=O)(=O)NC=1C(=C(C(=CC1)F)C=1C(=NC=2N(C1)C=NC2C(=O)OC)OC)F Methyl 3-[3-(5-chloro-2-methoxypyridine-3-sulfonamido)-2,6-difluorophenyl]-2-methoxyimidazo[1,5-a]pyrimidine-8-carboxylate